F[C@@H]1C[C@H](N(C1)C(CN(C(C)=O)C)=O)C(=O)N[C@H](C1=CC=C(C=C1)C(C)C)C1=CC=CC=C1 (2S,4R)-4-fluoro-1-[2-(N-methylacetamido)acetyl]-N-[(S)-phenyl[4-(propan-2-yl)phenyl]methyl]pyrrolidine-2-carboxamide